(S)-4-((1-(4-chloro-8-(1H-indol-2-yl)-1-oxo-2-phenyl-1,2-dihydroisoquinolin-3-yl)ethyl)amino)pyrido[2,3-d]pyrimidin-5(8H)-one sodium salt [Na].ClC1=C(N(C(C2=C(C=CC=C12)C=1NC2=CC=CC=C2C1)=O)C1=CC=CC=C1)[C@H](C)NC=1C2=C(N=CN1)NC=CC2=O